CSCCN1C(N(C2C1N(C(N2CCSC)=O)CCSC)CCSC)=O 1,3,4,6-tetrakis(2-methylsulfanylethyl)-3a,6a-dihydroimidazo[4,5-d]imidazole-2,5-dione